(1-(3,8-diazabicyclo[3.2.1]octane-3-carbonyl)cyclopropoxy)-4-(2-chloro-4-fluorophenyl)-2H-chromen-2-one C12CN(CC(CC1)N2)C(=O)C2(CC2)OC=2C(OC1=CC=CC=C1C2C2=C(C=C(C=C2)F)Cl)=O